C1(=CC=CC2=CC=CC=C12)C1=C(C=2N=CN=CC2C=N1)C#N 7-(naphthalen-1-yl)pyrido[4,3-d]pyrimidine-8-carbonitrile